ClC=1C=C(C=NC1OC)[C@@H]1CC[C@H](CC1)C=O trans-4-(5-Chloro-6-methoxypyridin-3-yl)cyclohexanecarbaldehyde